iminomethylglutamate N=CN[C@@H](CCC(=O)[O-])C(=O)[O-]